ClC=1C=C(C=CC1)[C@@H](CNC1=C(C(NC=C1)=O)C1=NC2=C(N1)C(=CC(=C2)N2CCOCC2)C)O 4-[[(2S)-2-(3-chlorophenyl)-2-hydroxyethyl]amino]-3-[7-methyl-5-(4-morpholinyl)-1H-benzimidazol-2-yl]-2(1H)-pyridone